(5s,8s)-N-(5-bromo-2-chlorobenzyl)-5-fluoro-8-hydroxy-5,6,7,8-tetrahydroquinoline-5-carboxamide BrC=1C=CC(=C(CNC(=O)[C@]2(C=3C=CC=NC3[C@H](CC2)O)F)C1)Cl